phosphaphosphinate P1=PC(=CC=C1)C(=O)[O-]